C1(CC1)NC(C1=C(C=C(C=C1OC)C1=CN=C2N1C=CC(=C2)OCC2CN(CC2)C2COC2)OC(F)F)=O N-cyclopropyl-2-(difluoromethoxy)-6-methoxy-4-[7-[[1-(oxetan-3-yl)pyrrolidin-3-yl]methoxy]imidazo[1,2-a]pyridin-3-yl]benzamide